NC(CC(C(=O)NC(C(=O)O)\C=C\CP(=O)(O)O)NC(C(C)N)=O)=O (E)-2-[[4-amino-2-(2-aminopropionylamino)-4-oxobutanoyl]amino]-5-phosphonopent-3-enoic acid